3-ethylphthalic acid amide C(C)C1=C(C(C(=O)N)=CC=C1)C(=O)O